C(C1=CC=CC=C1)[N+]1=CC2=C(NC=3C(=C(C=C(C23)Br)Cl)F)C(=C1)C 2-benzyl-9-bromo-7-chloro-6-fluoro-4-methyl-5H-pyrido[4,3-b]indol-2-ium